C1(=CCCC1)C[C@H](N)C(=O)O β-cyclopentenyl-alanine